BrC1=CC=C2C(=NC=NC2=C1)OC1=C(C=CC=C1)C 7-bromo-4-(o-tolyloxy)quinazoline